NC=1C(=CC2=C(N=C(N=C2N[C@H](C)C2=C(C(=CC=C2)C(F)F)F)C)N1)C(=O)N(C)C (R)-7-amino-4-(1-(3-(difluoromethyl)-2-fluorophenyl)ethylamino)-N,N,2-trimethylpyrido[2,3-d]pyrimidine-6-carboxamide